C1(=CC=CC=C1)C1=NC(=NC2=CC=CC=C12)C1=CC=NC2=CC=CC=C12 4-phenyl-2-(quinolin-4-yl)-quinazoline